N-benzyl-N,N-dimethylhexadecylammonium chloride hydrate O.[Cl-].C(C1=CC=CC=C1)[N+](C)(C)CCCCCCCCCCCCCCCC